C(CCCC[NH3+])[NH3+] pentane-1,5-diaminium